6-(3-amino-1H-indazol-4-yl)-N-(3-methoxyphenyl)-1-naphthoamide NC1=NNC2=CC=CC(=C12)C=1C=C2C=CC=C(C2=CC1)C(=O)NC1=CC(=CC=C1)OC